n-eicosyl octyl ether C(CCCCCCC)OCCCCCCCCCCCCCCCCCCCC